FC=1C=C2C=C(N(C2=CC1)C1=CC(=C(C=C1)F)C)C1CCOCC1 5-fluoro-1-(4-fluoro-3-methyl-phenyl)-2-tetrahydropyran-4-yl-indole